diisopropyl-sulfinate benzyl-(1-(2,2-difluoropropyl)piperidin-4-yl)(methyl)carbamate C(C1=CC=CC=C1)OC(N(C)C1CCN(CC1)CC(C)(F)F)=O.C(C)(C)S(=O)(O)C(C)C